2,2,2-Trichloroethyl ((3-cyclopentylpropanoyl)oxy)carbamate C1(CCCC1)CCC(=O)ONC(OCC(Cl)(Cl)Cl)=O